FC1=C(C2=C(C(=C(C(=C2C(=C1F)F)F)F)F)F)C(C1(C(C(C(C(C1(F)F)(F)F)(F)F)(F)F)(F)F)F)(F)F perfluoroperhydrobenzylnaphthalene